BrC1=CC(=C(C[C@H]2NC(=NOC2)C2=CC=3N(N=C2OC2=CC(=CC=C2)C2CC2)C=CC3)C=C1)Cl |r| 3-[(5RS)-5-(4-bromo-2-chlorobenzyl)-5,6-dihydro-4H-1,2,4-oxadiazin-3-yl]-2-(3-cyclopropyl-phenoxy)pyrrolo[1,2-b]pyridazine